(3R)-N-(2-(2,6-dioxopiperidin-3-yl)-1-oxoisoindolin-5-yl)-3-(methoxymethyl)-5-(trifluoromethyl)indoline-1-carboxamide O=C1NC(CCC1N1C(C2=CC=C(C=C2C1)NC(=O)N1C[C@@H](C2=CC(=CC=C12)C(F)(F)F)COC)=O)=O